1,1,1,2,2,3,3,4,4,5,5,6,6,7,7-pentadecafluorotridecane FC(C(C(C(C(C(C(CCCCCC)(F)F)(F)F)(F)F)(F)F)(F)F)(F)F)(F)F